FC1=CC=C2C(C(NC2=C1)=O)=O 6-Fluoroindole-2,3-dione